CC(CCCCCCCCCCC(=O)OC)CC methyl 12-methyltetradecanoate